5'-(4-aminophenyl)-[1,1':3',1''-terphenyl]-4,4''-diamine NC1=CC=C(C=C1)C=1C=C(C=C(C1)C1=CC=C(C=C1)N)C1=CC=C(C=C1)N